C(C)(C)N1N=C(C=C1)C=1C=CC(=C(C1)S(=O)(=O)NC(=O)C1=NC2=CC=CC(=C2C=C1)N1N=CC=C1)OC N-((5-(1-isopropyl-1H-pyrazol-3-yl)-2-methoxyphenyl)sulfonyl)-5-(1H-pyrazol-1-yl)quinoline-2-carboxamide